ClC=1C(=CC(=C(C1)B1OC(C(O1)(C)C)(C)C)C)C1(CC(C1)(F)F)C 2-[5-chloro-4-(3,3-difluoro-1-methyl-cyclobutyl)-2-methyl-phenyl]-4,4,5,5-tetramethyl-1,3,2-dioxaborolane